N[C@@H](C[S+]([O-])C)CC1=C(C2=NC(=CC(=C2S1)NCC=1OC=CC1)Cl)Cl [(2R)-2-amino-3-(3,5-dichloro-7-{[(furan-2-yl)methyl]amino}thieno[3,2-b]pyridin-2-yl)propyl](methyl)sulfaniumolate